[3-(3-butyl) phenyliminopropyl] acetate C(C)(=O)OCCC=NC1=CC(=CC=C1)C(CC)C